(7-fluoro-1,2,3,4-tetrahydro1,5-naphthyridin-3-yl)1-phenylmethanamine FC1=CN=C2CC(CNC2=C1)C(N)C1=CC=CC=C1